5-hydroxymethyl-2-vinylfuran OCC1=CC=C(O1)C=C